1-(6-(4-methoxy-4-methylpiperidin-1-yl)-4-((2R,3S)-2-methyl-3-((methylsulfonyl)methyl)azetidin-1-yl)pyridin-2-yl)-6-(4-methoxypyridin-3-yl)-4-methyl-1H-pyrazolo[4,3-c]pyridine COC1(CCN(CC1)C1=CC(=CC(=N1)N1N=CC=2C(=NC(=CC21)C=2C=NC=CC2OC)C)N2[C@@H]([C@H](C2)CS(=O)(=O)C)C)C